2-((5-Methyl-3-(6-methylpyridin-3-yl)isoxazol-4-yl)methyl)-5-(piperazin-1-yl)pyridazin-3(2H)-one CC1=C(C(=NO1)C=1C=NC(=CC1)C)CN1N=CC(=CC1=O)N1CCNCC1